3-(4-[3-Cyano-4-methoxypyrazolo[1,5-a]pyridin-6-yl]-5-methylpyrazol-1-yl)azetidine-1-carbonitrile C(#N)C=1C=NN2C1C(=CC(=C2)C=2C=NN(C2C)C2CN(C2)C#N)OC